5-bromo-N-(tert-butyl)-3-methylpyridinecarboxamide BrC=1C=C(C(=NC1)C(=O)NC(C)(C)C)C